8-methylimidazo[1,2-a]pyridine CC=1C=2N(C=CC1)C=CN2